CC1=C(C=CC=C1C)[Mg]Br 2,3-dimethylphenyl-magnesium bromide